(4-methylphenyl)-1-(3,4,5-trimethoxyphenyl)ethane CC1=CC=C(C=C1)C(C)C1=CC(=C(C(=C1)OC)OC)OC